N-(3,3-difluorocyclobutyl)-5-(2-((4,4-difluorocyclohexyl)amino)-7H-pyrrolo[2,3-d]pyrimidin-5-yl)pyrazolo[1,5-a]pyridine-3-carboxamide FC1(CC(C1)NC(=O)C=1C=NN2C1C=C(C=C2)C2=CNC=1N=C(N=CC12)NC1CCC(CC1)(F)F)F